3-iodo-2-methoxy-5-methyl-1,2-dihydropyridine IC=1C(NC=C(C1)C)OC